CS(=O)(=O)C[C@@H]1CCCCO1 (3R,6S)-6-(methylsulfonylmethyl)tetrahydro-2H-pyran